(R)-4-((1-(3-(difluoromethyl)-2-fluorophenyl)ethyl)amino)-6-(1-(fluoromethyl)cyclopropyl)-8-isopropoxy-2-methylpyrido[4,3-d]pyrimidin-7(6H)-one FC(C=1C(=C(C=CC1)[C@@H](C)NC=1C=2C(N=C(N1)C)=C(C(N(C2)C2(CC2)CF)=O)OC(C)C)F)F